NC1=C(C=2C(=NC(=CN2)C#CC=2C=NC=CC2)N1C1=C(C=CC(=C1)OCOC)C)C#N 6-amino-5-[5-(methoxymethoxy)-2-methyl-phenyl]-3-[2-(3-pyridinyl)ethynyl]pyrrolo[2,3-b]pyrazine-7-carbonitrile